4-(heptyloxy)benzoic acid C(CCCCCC)OC1=CC=C(C(=O)O)C=C1